3-((12-phenyldodecyl)thio)propan-1-ol C1(=CC=CC=C1)CCCCCCCCCCCCSCCCO